(1R,2R,3R)-N-[7-chloro-6-[4-((3R,4R)-4-fluoro-3-methyl-tetrahydrofuran-3-yl)piperazin-4-ium-1-yl]-3-isoquinolinyl]-2-methyl-3-(2-pyridinyl)cyclopropanecarboxamide ClC1=C(C=C2C=C(N=CC2=C1)NC(=O)[C@@H]1[C@@H]([C@H]1C1=NC=CC=C1)C)N1CC[NH+](CC1)[C@@]1(COC[C@@H]1F)C